OC=1C=CC=2C(=C3C=CC(C=C3OC2C1)=O)C1=C(C(=O)N2CCN(CC2)C(COCC(=O)O)=O)C=CC=C1 2-[2-[4-[2-(3-hydroxy-6-oxo-xanthen-9-yl)benzoyl]piperazin-1-yl]-2-oxo-ethoxy]acetic acid